C(C)(=O)N[C@H](C(=O)OC)CC1=CC=CC=C1 (S)-methyl 2-acetylamino-3-phenylpropionate